4-(ethylsulfinylmethyl)piperidine C(C)S(=O)CC1CCNCC1